CC1=CC(=NN1C1=CC=C(C=C1)OC(F)(F)F)OC1CCC2(CCNCC2)CC1 9-[5-methyl-1-[4-(trifluoromethoxy)phenyl]pyrazol-3-yl]oxy-3-azaspiro[5.5]undecane